(pentamethylcyclopentadienyl)(1-n-propyl-1,5,6,7-tetrahydro-s-indacenyl)hafnium CC1=C(C(=C(C1(C)[Hf]C1(C=CC2=CC=3CCCC3C=C12)CCC)C)C)C